FC(S(=O)(=O)OC=1C=CC2=C(C(C(C=3C(=NC=NC23)N)(C)C)=NOC)C1)(F)F (4-amino-6-methoxyimino-5,5-dimethyl-benzo[h]quinazolin-8-yl) trifluoromethanesulfonate